6-Chloro-9-ethyl-8-(6-methoxy-pyridin-3-yl)-1-methyl-9H-pyrido[3,4-b]indole ClC=1C=C2C3=C(N(C2=C(C1)C=1C=NC(=CC1)OC)CC)C(=NC=C3)C